ClC1=CC=C(C=C1)[C@H]1N(C(C2=C1C(=NO2)C2=C(C=CC(=C2)F)O)=O)C2CCOCC2 |r| rac-4-(4-chlorophenyl)-3-(5-fluoro-2-hydroxyphenyl)-5-(tetrahydro-2H-pyran-4-yl)-4,5-dihydro-6H-pyrrolo[3,4-d]isoxazol-6-one